(E)-N-(2-chloro-5-(4-(2-(4-oxopent-2-enoyl)-2,6-diazaspiro[3.4]octan-6-yl)quinazolin-6-yl)pyridin-3-yl)-2,6-difluoro-benzene-sulfonamide ClC1=NC=C(C=C1NS(=O)(=O)C1=C(C=CC=C1F)F)C=1C=C2C(=NC=NC2=CC1)N1CC2(CN(C2)C(\C=C\C(C)=O)=O)CC1